bromo-propanamide BrC(C(=O)N)C